(±)-N-((3R,4S)-4-((6-(2,6-dichloro-3,5-dimethoxyphenyl)pyrido[3,4-d]pyrimidin-2-yl)amino)tetrahydrofuran-3-yl)acrylamide ClC1=C(C(=C(C=C1OC)OC)Cl)C1=CC2=C(N=C(N=C2)N[C@H]2[C@H](COC2)NC(C=C)=O)C=N1 |r|